4-(N,N-dimethylaminosulfonyl)-7-fluoro-2,1,3-benzoxadiazole CN(C)S(=O)(=O)C1=CC=C(C2=NON=C12)F